N-(5-chloro-6-(1-methyl-1H-pyrazol-3-yl)pyridin-3-yl)-1-(isoquinolin-8-yl)-5-(trifluoromethyl)-1H-pyrazole-4-carboxamide ClC=1C=C(C=NC1C1=NN(C=C1)C)NC(=O)C=1C=NN(C1C(F)(F)F)C=1C=CC=C2C=CN=CC12